N1CC12CC(CC2)C(=O)[O-] azaspiro[2.4]heptane-5-carboxylate